FC1=C(C(=O)O)C(=CC(=C1)N1C(CC1)C(F)(F)F)F 2,6-difluoro-4-(2-(trifluoromethyl)azetidin-1-yl)benzoic acid